N1=C(C=CC=C1)C1=C(C(=C(C=C1)C1=CC=CC=C1)C1=C(C=CC=2C3=CC=CC=C3C3=CC=CC=C3C12)C)C1=NC=CC=C1 (pyridinyl)(pyridinyl)(methyltriphenyleneyl)biphenyl